7-(3-(aminomethyl)benzyl)-2-butoxy-5H-pyrrolo[3,2-d]pyrimidin-4-amine NCC=1C=C(CC2=CNC3=C2N=C(N=C3N)OCCCC)C=CC1